NC1=NC=CC(=N1)OC1=CC(=C(C=C1)N1C(N(CC1=O)C=1C=NC=C(C1)C(F)(F)F)=O)OC(F)(F)F 3-{4-[(2-amino-4-pyrimidinyl)oxy]-2-(trifluoromethoxy)phenyl}-1-[5-(trifluoromethyl)-3-pyridinyl]-2,4-imidazolidinedione